FC(C(C(C(F)(F)F)(F)F)(F)F)(S(=O)(=O)[O-])F.C(C)(C)(C)C1=CC=C(C=C1)[I+]C1=CC=C(C=C1)C(C)(C)C Bis(4-(tert-butyl)phenyl)iodonium perfluorobutanesulfonate